3-hydroxyl-(Trideuteromethyl)pyrrolidin-2-one prop-2-enyl-2-methylprop-2-enoate C(C=C)OC(C(=C)C)=O.OC1C(N(CC1)C([2H])([2H])[2H])=O